COC=1C(=NN2C1C(=NC(=C2)C)C)C2=CC=1C(=NN(C1)C1CCNCC1)S2 4-(5-{3-methoxy-4,6-dimethylpyrazolo[1,5-a]pyrazin-2-yl}thieno[2,3-c]pyrazol-2-yl)piperidine